BrC=1C=C(C=CC1OC[C@@H](CCl)O)C(C)(C)C1=CC=C(OC[C@H](CN2CCOCC2)O)C=C1 (S)-1-(4-(2-(3-bromo-4-((S)-3-chloro-2-hydroxypropoxy)phenyl)propan-2-yl)phenoxy)-3-morpholinopropan-2-ol